tin flavone O1C(=CC(=O)C2=CC=CC=C12)C1=CC=CC=C1.[Sn]